m-[2-(cyclopropylamino)-6-(1-{[6-(1-hydroxycyclopentyl)-2-pyridinyl]methyl}-1H-1,2,3-triazol-4-yl)-4-pyrimidinyl]benzonitrile C1(CC1)NC1=NC(=CC(=N1)C=1C=C(C#N)C=CC1)C=1N=NN(C1)CC1=NC(=CC=C1)C1(CCCC1)O